1,2,3-trimethyl-imidazolium methylsulfate COS(=O)(=O)[O-].CN1C(=[N+](C=C1)C)C